(R)-tert-Butyl (1-(4-((3-chloro-2-fluorophenyl)amino)pyrido[3,2-d]pyrimidin-6-yl)pyrrolidin-3-yl)carbamate ClC=1C(=C(C=CC1)NC=1C2=C(N=CN1)C=CC(=N2)N2C[C@@H](CC2)NC(OC(C)(C)C)=O)F